[Pb]=O.[Bi] bismuth-lead oxide